7-bromo-4-fluoro-1H-indazole-3-carbonitrile BrC=1C=CC(=C2C(=NNC12)C#N)F